NC=1C2=C(N=CN1)N(C=C2C2=CC=C(C=C2)NC(=O)NC2=NOC(=C2)C(C)(C)C)C(=O)OC(C)(C)C (4-(4-amino-7-tert-butoxycarbonyl-7H-pyrrolo[2,3-d]pyrimidin-5-yl)phenyl)-3-(5-tert-butyl-isoxazol-3-yl)urea